COC1=C(C=CC(=C1)NC(=O)C1(CCCCC1)C1=CC=CC=C1)NC(C1=CC(=CC=C1)Cl)=O N-(2-methoxy-4-(1-phenylcyclohexane-1-carboxamido)phenyl)-3-chlorobenzamide